CN1C(=CC2=CC=C(C=C12)OC1=NC=C(N=C1)C1=NC(=NO1)C1=CC=C(C=C1)C(F)(F)F)C(=O)N1CCN(CC1)CC(=O)OC Methyl 2-(4-(1-methyl-6-((5-(3-(4-(trifluoromethyl)phenyl)-1,2,4-oxadiazol-5-yl)pyrazin-2-yl)oxy)-1H-indol-2-carbonyl)piperazin-1-yl)acetate